5-([1,2,4]triazolo[1,5-a]pyridin-6-yl)-N-(4-fluorobenzyl)-1-(6-methylpyridin-2-yl)-1H-pyrazole-3-carboxyamide N=1C=NN2C1C=CC(=C2)C2=CC(=NN2C2=NC(=CC=C2)C)CC(=O)NCC2=CC=C(C=C2)F